2-((2,4-dinitrophenyl)thio)benzoic acid [N+](=O)([O-])C1=C(C=CC(=C1)[N+](=O)[O-])SC1=C(C(=O)O)C=CC=C1